2-(2-chlorophenyl)-4-(methoxymethyl)aniline ClC1=C(C=CC=C1)C1=C(N)C=CC(=C1)COC